OC=1C(C(=CN2C[C@@H]3N(C(C21)=O)[C@H]2CC[C@@H]3C2)C(=O)NCC2=C(C=C(C(=C2)F)F)F)=O (1R,4S,12aR)-7-hydroxy-6,8-dioxo-N-(2,4,5-trifluorobenzyl)-1,2,3,4,6,8,12,12a-octahydro-1,4-methanodipyrido[1,2-a:1',2'-d]pyrazine-9-carboxamide